NCCC(=O)N1CC2(CCN(CC2)C2=C(C=C(C=C2)F)C(F)(F)F)C=2C=CC(=NC2C1)C1=C(C=CC=C1)OCC 3-amino-1-[2-(2-ethoxyphenyl)-1'-[4-fluoro-2-(trifluoromethyl)phenyl]spiro[6,8-dihydro-1,7-naphthyridine-5,4'-piperidine]-7-yl]propan-1-one